BrC1=CC=C(C=C1)C=1N=C(SC1)N1N=C(C2=C1OC(=CC2=O)C)C 1-(4-(4-bromophenyl)thiazol-2-yl)-3,6-dimethylpyrano[2,3-c]pyrazol-4-one